4,5-bis(hydroxymethyl)imidazole OCC=1N=CNC1CO